4,9-dibromopyrene BrC=1C2=CC=CC3=CC(=C4C=CC=C(C1)C4=C32)Br